CC(C)(C1CCC(CC1)O)C2CCC(CC2)O perhydrobisphenol